C(#C)C1=NC(=NC(=N1)C1=CC=C(C=C1)OC)NC1=CC=C(C=C1)OC(F)(F)F 4-ethynyl-6-(4-methoxyphenyl)-N-(4-(trifluoromethoxy)phenyl)-1,3,5-triazin-2-amine